2-(((S)-1-(7-methyl-2-((S)-1-methyl-2-oxopiperidin-4-yl)-4-oxo-4H-pyrido[1,2-a]pyrimidin-9-yl)ethyl)amino)benzoic acid CC=1C=C(C=2N(C(C=C(N2)[C@@H]2CC(N(CC2)C)=O)=O)C1)[C@H](C)NC1=C(C(=O)O)C=CC=C1